2-(tert-butoxycarbonylamino)-2-[(4S)-8-fluorochroman-4-yl]acetic acid C(C)(C)(C)OC(=O)NC(C(=O)O)[C@H]1CCOC2=C(C=CC=C12)F